N-((1-fluorocyclohexyl)methyl)-5-(1-methyl-1H-benzo[d][1,2,3]triazol-6-yl)-7H-pyrrolo[2,3-d]pyrimidin-2-amine FC1(CCCCC1)CNC=1N=CC2=C(N1)NC=C2C=2C=CC1=C(N(N=N1)C)C2